2-bromo-1-fluoro-3-nitrobenzene BrC1=C(C=CC=C1[N+](=O)[O-])F